CC1=C(OC2=C(C=C(C=C2C1=O)C)[C@@H](C)NC1=C(C(=O)OC(C)(C)C)C=CC=C1)C=1C=NC(=CC1)CN1CCN(CC1)C tert-butyl 2-[[(1R)-1-[3,6-dimethyl-2-[6-[(4-methylpiperazin-1-yl) methyl]-3-pyridyl]-4-oxo-chromen-8-yl]ethyl]amino]benzoate